sodium monolauroyl-monoethanolamine C(CCCCCCCCCCC)(=O)C(O)CN.[Na]